C(=O)(O)CCNP(OCC)(OC1=NC(=C(C=C1Cl)Cl)Cl)=S O-Ethyl O-(3,5,6-Trichloro-2-pyridyl) N-(2-Carboxyethyl)Phosphoramidothioate